octadecanoic acid 2,3-dihydroxypropan-1-yl ester OC(COC(CCCCCCCCCCCCCCCCC)=O)CO